(R or S)-N-(5-cyclopropyl-2-((2-methoxyethyl)carbamoyl)phenyl)-3-(3-fluoro-4-methylphenyl)-3-(1,2,4-thiadiazol-5-yl)pyrrolidine-1-carboxamide C1(CC1)C=1C=CC(=C(C1)NC(=O)N1C[C@](CC1)(C1=NC=NS1)C1=CC(=C(C=C1)C)F)C(NCCOC)=O |o1:14|